CN1CCC(CC1)N1N=C2C=C(C=CC2=C1)[C@@H]1NC[C@H](CC1)C 2-(1-Methyl-4-piperidyl)-6-[(2R,5S)-5-methyl-2-piperidyl]indazole